4,4'-diaminoquaterphenyl NC1=CC=C(C=C1)C=1C(=CC(=CC1)N)C=1C(=CC=CC1)C1=CC=CC=C1